2-[[(3R,4S)-3,4-difluoropyrrolidin-1-yl]methyl]-6-[3-[1-(4-methyl-1,2,4-triazol-3-yl)cyclobutyl]phenyl]-4-(trifluoromethyl)-1H-pyrrolo[2,3-c]pyridin-7-one F[C@@H]1CN(C[C@@H]1F)CC1=CC2=C(C(N(C=C2C(F)(F)F)C2=CC(=CC=C2)C2(CCC2)C2=NN=CN2C)=O)N1